[Cl-].C[N+](CCCCCCCCCCCCCCCCC)(CCC[Si](OC(C)(C(C)(O)C)C)(OC(C)(C(C)(O)C)C)OC(C)(C(C)(C)O)C)C N,N-dimethyl-N-(3-(tris((3-hydroxy-2,3-dimethylbutan-2-yl)oxy)silyl)propyl)heptadecan-1-aminium chloride